isopropyl (((((2R,3S,5R)-5-(5-bromo-2,4-dioxo-3,4-dihydropyrimidin-1(2H)-yl)-3-iodotetrahydrofuran-2-yl) oxy) methyl) (phenoxy)phosphoryl)-L-alaninate BrC=1C(NC(N(C1)[C@H]1C[C@@H]([C@H](O1)OCP(=O)(OC1=CC=CC=C1)N[C@@H](C)C(=O)OC(C)C)I)=O)=O